2-{3-[di(t-Butoxycarbonyl)amino]-2-fluoro-4-nitrophenyl}-2-(pyridin-4-yl)-acetic acid ethyl ester C(C)OC(C(C1=CC=NC=C1)C1=C(C(=C(C=C1)[N+](=O)[O-])N(C(=O)OC(C)(C)C)C(=O)OC(C)(C)C)F)=O